3-(2-(Pentafluoro-λ6-sulfanyl)-1,1-diphenylethoxy)-propionnitril FS(CC(OCCC#N)(C1=CC=CC=C1)C1=CC=CC=C1)(F)(F)(F)F